N,N-dimethyl-2-(tributylstannyl)thiazole-4-carboxamide CN(C(=O)C=1N=C(SC1)[Sn](CCCC)(CCCC)CCCC)C